COC(=O)C=1C=CC=2C3=C(C(NC2C1)=O)CCO3 4-oxo-2,3,4,5-tetrahydrofurano[3,2-c]quinoline-7-carboxylic acid methyl ester